FC1=C(C=C(C=C1)C1=NC=CC=C1C=1C=CC=2N(C1)C(=CN2)C(=O)NCCN2CCCC2)C 6-(2-(4-Fluoro-3-methylphenyl)pyridin-3-yl)-N-(2-(pyrrolidin-1-yl)ethyl)imidazo[1,2-a]pyridine-3-carboxamide